C12CC3(CC(CC3(C1)O)C2)O tricyclo[3.3.1.03,7]nonane-3,7-diol